N-[4-(5,7-dimethyl-4-oxo-3-phenyl-4,5-dihydro-1H-pyrrolo[3,2-c]pyridin-2-yl)pyridin-2-yl]-2-(4-fluorophenyl)propanamide CN1C(C2=C(C(=C1)C)NC(=C2C2=CC=CC=C2)C2=CC(=NC=C2)NC(C(C)C2=CC=C(C=C2)F)=O)=O